Bis(2-(4-fluorophenyl)-1H-indol-3-yl)methane FC1=CC=C(C=C1)C=1NC2=CC=CC=C2C1CC1=C(NC2=CC=CC=C12)C1=CC=C(C=C1)F